(S)-1-(5-fluoro-4-((1-(5-phenyl-4,5-dihydro-1H-pyrazole-1-carbonyl)azetidin-3-yl)oxy)pyridin-2-yl)-3,5-dimethyl-1H-pyrazole-4-carboxamide FC=1C(=CC(=NC1)N1N=C(C(=C1C)C(=O)N)C)OC1CN(C1)C(=O)N1N=CC[C@H]1C1=CC=CC=C1